O1C(CCCC1)N1N=CC2=CC(=CC=C12)C(F)(F)F 1-(tetrahydro-2H-pyran-2-yl)-5-(trifluoromethyl)-1H-indazole